1,2,3,4,5,6-HEXAHYDROPENTALENE-3A,6A-DIOL Titanium (IV) chloride [Ti](Cl)(Cl)(Cl)Cl.C1CCC2(CCCC12O)O